O=C1NC(CCC1NC1=CC=C(C=C1)C1CCN(CC1)CC(=O)N1CCC(CC1)C#CC=1C=C2C(=NC1)NC=C2C(C2=C(C(=CC=C2F)NS(N(C)CC)(=O)=O)F)=O)=O 5-[2-[1-[2-[4-[4-[(2,6-dioxo-3-piperidyl)amino]phenyl]-1-piperidyl]acetyl]-4-piperidyl]ethynyl]-3-[3-[[ethyl(methyl)sulfamoyl]amino]-2,6-difluoro-benzoyl]-1H-pyrrolo[2,3-b]pyridine